Isopropyl (1S,3S)-3-((6-(1-methyl-5-((((4-nitrophenoxy)carbonyl)oxy)methyl)-1H-pyrazol-4-yl)pyridin-3-yl)oxy)cyclohexane-1-carboxylate CN1N=CC(=C1COC(=O)OC1=CC=C(C=C1)[N+](=O)[O-])C1=CC=C(C=N1)O[C@@H]1C[C@H](CCC1)C(=O)OC(C)C